R-N-(1-(2-(diphenylphosphinyl)phenyl)ethyl)-1,1-di(pyridine-2-yl)methanimine C1(=CC=CC=C1)P(=O)(C1=C(C=CC=C1)[C@@H](C)N=C(C1=NC=CC=C1)C1=NC=CC=C1)C1=CC=CC=C1